((S)-4-(4-amino-6-(6-ethynyl-4-methoxypyridin-3-yl)-7-methyl-7H-pyrrolo[2,3-d]pyrimidin-5-yl)cyclohex-3-en-1-yl)((R)-2-methylpyrrolidin-1-yl)methanone NC=1C2=C(N=CN1)N(C(=C2C2=CC[C@H](CC2)C(=O)N2[C@@H](CCC2)C)C=2C=NC(=CC2OC)C#C)C